(R)-2-((N-cyclopropylsulfamoyl)amino)-N-(1-(6-ethynyl-5-oxo-4-phenyl-4,5-dihydro-2H-furo[4,3,2-de]isoquinolin-3-yl)ethyl)pyrazolo[1,5-a]pyrimidine-3-carboxamide C1(CC1)NS(=O)(=O)NC1=NN2C(N=CC=C2)=C1C(=O)N[C@H](C)C=1N(C(C=2C(=CC=C3C2C1CO3)C#C)=O)C3=CC=CC=C3